1-[2-(difluoromethoxy)-4-methoxyphenyl]-N-[(3R)-1-methylpiperidin-3-yl]pyrido[3,4-d]pyridazin-4-amine FC(OC1=C(C=CC(=C1)OC)C1=C2C(=C(N=N1)N[C@H]1CN(CCC1)C)C=NC=C2)F